carbamic acid benzyl ester monohydrochloride Cl.C(C1=CC=CC=C1)OC(N)=O